5-bromo-2-(methylthio)pyrimidine-4-carbonyl chloride BrC=1C(=NC(=NC1)SC)C(=O)Cl